C(C=C)N(CCC1=CNC2=C(C=CC=C12)OC(CCC)=O)CC butyric acid 3-(2-(allyl (ethyl) amino) ethyl)-1H-indol-7-yl ester